7-(1,1-difluoroethyl)-1-(imidazo[1,2-a]pyridin-7-yl)-4-(methylamino)-quinazolin-2(1H)-one FC(C)(F)C1=CC=C2C(=NC(N(C2=C1)C1=CC=2N(C=C1)C=CN2)=O)NC